7-(5-(8-cyclohexyl-7,8-dihydro-6H-pyrrolo[2',1':2,3]imidazo[4,5-b]pyridin-2-yl)pyrimidin-2-yl)hexahydroimidazo[1,5-a]pyrazin-3(2H)-one C1(CCCCC1)C1CCC2=NC=3C(=NC(=CC3)C=3C=NC(=NC3)N3CC4N(CC3)C(NC4)=O)N21